C(C)(C)(C)OC(=O)N(CCOC1=C(C=CC=C1F)C=1C=C(C=CC1)CC1N(CC(C1NS(=O)(=O)C(F)F)(F)F)C(=O)OC(C)(C)C)C tert-Butyl 2-[[3-[2-[2-[tert-butoxycarbonyl(methyl)amino]ethoxy]-3-fluoro-phenyl]phenyl]methyl]-3-(difluoromethylsulfonylamino)-4,4-difluoro-pyrrolidine-1-carboxylate